FC1(C(C1)C1=CN(C=2N=CN=C(C21)NCC2=CC=CC(=N2)N2CCN(CC2)C(=O)OC(C)(C)C)COCC[Si](C)(C)C)F Tert-butyl 4-(6-(((5-(2,2-difluorocyclopropyl)-7-((2-(trimethylsilyl)ethoxy)methyl)-7H-pyrrolo[2,3-d]pyrimidin-4-yl)amino)methyl)pyridin-2-yl)piperazine-1-carboxylate